FC1CN(CC(C1NC(=O)C1=CC(=CC=2N(C=NC21)CC(F)(F)F)C#CCNC=2C(OC)=CC(=C(C2)C(NC)=O)F)C)C2CCOCC2 N-[3-fluoro-5-methyl-1-(tetrahydro-2H-pyran-4-yl)-4-piperidyl]-6-{3-[4-(N-methylcarbamoyl)-5-fluoro-2-anisidino]-1-propynyl}-1-(2,2,2-trifluoroethyl)-1H-benzo[d]imidazole-4-carboxamide